BrC1=C(SC2=C1N=C(NC2=O)C2N1CCC(C2)CC1)C=1C=NN(C1)C1OCCCC1 7-bromo-2-(quinuclidin-2-yl)-6-(1-(tetrahydro-2H-pyran-2-yl)-1H-pyrazol-4-yl)thieno[3,2-d]pyrimidin-4(3H)-one